CCCCNCCO N-n-butylethanolamine